N'-(4-(chlorodifluoromethoxy)phenyl)-1-isopropyl-1H-benzo[d]imidazole-5,7-dicarboxamide ClC(OC1=CC=C(C=C1)NC(=O)C1=CC(=CC2=C1N(C=N2)C(C)C)C(=O)N)(F)F